(S)-1-(1-naphthyl)-ethylamine C1(=CC=CC2=CC=CC=C12)[C@H](C)N